tert-Butyl (2S,4R)-2-((2H-1,2,3-triazol-2-yl)methyl)-4-(5-(3-cyanophenyl)oxazole-2-carboxamido)pyrrolidine-1-carboxylate N=1N(N=CC1)C[C@H]1N(C[C@@H](C1)NC(=O)C=1OC(=CN1)C1=CC(=CC=C1)C#N)C(=O)OC(C)(C)C